BrC=1C=NC(=NC1)NCC1=CC=C(C=C1)OC 5-bromo-N-(4-methoxybenzyl)pyrimidin-2-amine